[1-(2-Trifluoromethyl-pyridin-4-yl)-azetidin-3-yl]-acetic acid ethyl ester C(C)OC(CC1CN(C1)C1=CC(=NC=C1)C(F)(F)F)=O